ClC1=CC=C2C(=NN(C2=C1)C=1C=NC=CC1)C(C)C1=NC(=C2N=CNC2=N1)N (1-(6-chloro-1-(pyridin-3-yl)-1H-indazol-3-yl)ethyl)-9H-purin-6-amine